2-(hexyl-2,2-dimethylcyclopropyl)ethanol C(CCCCC)C1(C(C1)(C)C)CCO